CC1=NC2=CC=NC(=C2C=C1)C=O (2-methyl-1,6-naphthyridin-5-yl)methanone